ICl.[Pb+2].ClC=1C=C(C=CC1F)C=1C=C2C=CC(=NC2=CC1)C(=N)[NH-].ClC=1C=C(C=CC1F)C=1C=C2C=CC(=NC2=CC1)C(=N)[NH-] 6-(3-chloro-4-fluorophenyl)quinolin-2-Formamidine lead iodochloride salt